BrC1=C(C=C(C=C1)Br)C1CCCCC1 1,4-dibromo-2-cyclohexylbenzene